(2S,4R)-1-([1,1'-biphenyl]-4-yl)-5-ethoxy-4-methyl-5-oxopentan C1(=CC=C(C=C1)CCC[C@H](C(=O)OCC)C)C1=CC=CC=C1